N-((6-((3-chloro-2-(trifluoromethoxy)phenyl)amino)-2-morpholinopyrimidin-4-yl)methyl)picolinamide ClC=1C(=C(C=CC1)NC1=CC(=NC(=N1)N1CCOCC1)CNC(C1=NC=CC=C1)=O)OC(F)(F)F